8-(2-(methoxycarbonyl)-6-(propylcarbamoyl)pyridin-3-yl)-6-tosyl-5,6-dihydro-4H-benzo[b]thieno[2,3-d]azepine-9-carboxylic acid COC(=O)C1=NC(=CC=C1C=1C(=CC2=C(N(CCC3=C2SC=C3)S(=O)(=O)C3=CC=C(C)C=C3)C1)C(=O)O)C(NCCC)=O